5-((4-(2-chloropyridin-4-yl)piperazin-1-yl)methyl)-2-(2,4-dioxotetrahydropyrimidin-1(2H)-yl)isoindoline-1,3-dione ClC1=NC=CC(=C1)N1CCN(CC1)CC=1C=C2C(N(C(C2=CC1)=O)N1C(NC(CC1)=O)=O)=O